N-(3-(2-chloro-3-(3-(2-oxo-3-hydroxypropylamino)propoxy)phenyl)anilino)benzisothiazol ClC1=C(C=CC=C1OCCCNCC(CO)=O)C=1C=C(NN2SC3=C(C2)C=CC=C3)C=CC1